C1(CC1)C1=CN=C(N=N1)NC1CCCC1 (1S,3S)-3-((6-cyclopropyl-1,2,4-triazin-3-yl)amino)cyclopentane